(S)-1-(3-chloro-phenyl)-2-fluoroethyl (1-methyl-4-(6-methyl-5-(methyl-sulfonamido)pyridin-2-yl)-1H-1,2,3-triazol-5-yl)carbamate CN1N=NC(=C1NC(O[C@H](CF)C1=CC(=CC=C1)Cl)=O)C1=NC(=C(C=C1)NS(=O)(=O)C)C